tert-Butyl (3-cyano-4-(4,6-dichloro-8-fluoro-2-(((2R,7aS)-2-fluorotetrahydro-1H-pyrrolizin-7a(5H)-yl)methoxy)quinazolin-7-yl)-7-fluorobenzo[b]thiophen-2-yl)carbamate C(#N)C=1C2=C(SC1NC(OC(C)(C)C)=O)C(=CC=C2C2=C(C=C1C(=NC(=NC1=C2F)OC[C@]21CCCN1C[C@@H](C2)F)Cl)Cl)F